5-((2-((tert-butyl-(methyl)amino)-methyl)-6-fluorobenzyl)amino)-3-fluoro-6-methyl-N-(thiazol-4-yl)pyridine-2-sulfonamide C(C)(C)(C)N(C)CC1=C(CNC=2C=C(C(=NC2C)S(=O)(=O)NC=2N=CSC2)F)C(=CC=C1)F